FC1=CC=CC(=N1)C1=NC2=CC(=NC=C2C=C1)CNC(C1=CC(=C(C(=C1)S(=O)(=O)C)C)C)=O N-((2-(6-fluoropyridin-2-yl)-1,6-naphthyridin-7-yl)methyl)-3,4-dimethyl-5-(methylsulfonyl)benzamide